C(C)(C)N(C(C)C)C N-isopropyl-N-methylpropan-2-amine